pentafluorosulphane FS(F)(F)(F)F